(S)-8-ethyl-4-fluoro-8-hydroxy-1,2,3,8,11,14-hexahydro-9H,12H-cyclopenta[f]pyrano[3',4':6,7]indolizino[1,2-b]quinoline-9,12-dione C(C)[C@]1(C(OCC=2C(N3CC=4C(=NC5=CC(=C6C(=C5C4)CCC6)F)C3=CC21)=O)=O)O